C(C1=CC=CC=C1)N1N=C(N=C1)C(=O)N[C@@H]1C(N(C=2N(CC1)N=C(C2)[C@H]2C(C2)(F)F)C)=O 1-Benzyl-N-((S)-2-((S)-2,2-difluorocyclopropyl)-4-methyl-5-oxo-5,6,7,8-tetrahydro-4H-pyrazolo[1,5-a][1,3]diazepin-6-yl)-1H-1,2,4-triazol-3-carboxamid